methyl N-[2-(4-{[(4-{[6-(5-chloro-2-fluorophenyl)-3-methylpyridazin-4-yl] amino} pyridin-2-yl) carbamoyl] methyl} piperazin-1-yl) ethyl]-N-methylcarbamate ClC=1C=CC(=C(C1)C1=CC(=C(N=N1)C)NC1=CC(=NC=C1)NC(=O)CN1CCN(CC1)CCN(C(OC)=O)C)F